C(CCC)OC1=CC=C(C=C1)C1(C=CC2=C(O1)C=1C=C(C(=CC1C1=C2C(C2=CC(=CC=C21)C2=CC=C(C=C2)OC(C)C)(CCCCC)CCCCC)OC)OC)C2=CC=C(C=C2)N2CCOCC2 3-(4-butoxyphenyl)-3-(4-morpholinophenyl)-6,7-dimethoxy-11-(4-isopropoxyphenyl)-13,13-di-n-pentyl-3H,13H-indeno[2',3':3,4]naphtho[1,2-b]pyran